COC1=CC=C(CSC2=C(C=C(C=N2)NC(C)=O)C2=CC=CC=C2)C=C1 N-(6-((4-methoxybenzyl)thio)-5-phenylpyridin-3-yl)acetamide